2-[3-[3,5-dimethyl-1-(2,2,2-trifluoroethyl)pyrazol-4-yl]pyrazolo[1,5-a]pyridin-5-yl]-4-methoxy-thiazole-5-carboxylic acid CC1=NN(C(=C1C=1C=NN2C1C=C(C=C2)C=2SC(=C(N2)OC)C(=O)O)C)CC(F)(F)F